cis-2-[(pyridin-2-yl)-amino]cyclopropane-1-carboxylic acid N1=C(C=CC=C1)N[C@@H]1[C@@H](C1)C(=O)O